CNC(=O)C1=CC2=C(N(C(=N2)NC=2SC3=C(N2)C=CC(=C3)OC(F)(F)F)C)C=C1 1-Methyl-2-(6-trifluoromethoxy-benzothiazol-2-ylamino)-1H-benzoimidazole-5-carboxylic acid methyl amide